Methyl 5-cyclopropyl-6-(3-methylimidazo[4,5-c]pyridin-7-yl)-3-[4-(pyrrolidin-1-ylmethyl)anilino]pyrazine-2-carboxylate C1(CC1)C=1N=C(C(=NC1C=1C2=C(C=NC1)N(C=N2)C)C(=O)OC)NC2=CC=C(C=C2)CN2CCCC2